Hexylpropionat C(CCCCC)OC(CC)=O